C(CC)(=O)OS(=O)(=O)ON1[C@@H]2CC[C@H](N(C1=O)C2)C(NCOC(CC)=O)=O ((((2S,5R)-7-oxo-2-(((propionyloxy) methyl) carbamoyl)-1,6-diazabicyclo[3.2.1]octan-6-yl) oxy) sulfonyl) propanoate